COC([C@H](NC)C(C)C)=O N-methyl-D-valine methyl ester